FC1=C(C(=CC=C1)F)N1C=NC=2C1=NC=C(C2)CNC(=O)C2=CC1=C(N(C(N1)=O)C)C=C2 N-((3-(2,6-difluorophenyl)-3H-imidazo[4,5-b]pyridin-6-yl)methyl)-1-methyl-2-oxo-2,3-dihydro-1H-benzimidazole-5-carboxamide